ClC1=CC=C2C(=N1)CN(C21CCC2(OCCO2)CC1)CCN1CCOCC1 2-chloro-6-(2-morpholinoethyl)-6,7-dihydrodispiro[pyrrolo[3,4-b]pyridine-5,1'-cyclohexane-4',2''-[1,3]dioxolane]